N1-(3-fluorobicyclo[1.1.1]pentan-1-yl)-N2-((1S,2R)-2-(((S)-3-oxo-1-((S)-2-oxopyrrolidin-3-yl)-4-(trifluoromethoxy)butan-2-yl)carbamoyl)-[1,1'-bi(cyclopropan)]-2-yl)oxalamide FC12CC(C1)(C2)NC(C(=O)N[C@]2([C@@H](C2)C2CC2)C(N[C@@H](C[C@H]2C(NCC2)=O)C(COC(F)(F)F)=O)=O)=O